Cl.FC(OC1=CC=C(C=C1)S(=O)(=O)N1CC=2CNCC2C1)F 2-{[4-(difluoromethoxy)phenyl]sulfonyl}-1,2,3,4,5,6-hexahydropyrrolo[3,4-c]pyrrole hydrochloride